CC=1C(=NNC1)CC(C)C=1C=C(C=CC1)N1C(C2=CC=CC(=C2C1)C(F)(F)F)=O 2-[3-[1-(4-methyl-1H-pyrazol-3-yl)propan-2-yl]phenyl]-4-(trifluoromethyl)isoindolin-1-one